CC=1OC2=C(N1)C(=CC=C2)C 2,4-dimethylbenzoxazole